diethyl ((3-bromo-5-formyl-7-(3-sulfamoylpropoxy)benzo[b]thiophen-2-yl)difluoromethyl)phosphonate BrC=1C2=C(SC1C(F)(F)P(OCC)(OCC)=O)C(=CC(=C2)C=O)OCCCS(N)(=O)=O